6-fluoro-chroman-4-yl-ethylamine FC=1C=C2C(CCOC2=CC1)NCC